ClC(C(=O)Cl)C1=CC=CC=C1 α-chlorophenylacetyl chloride